6-Amino-5-chloro-N-((1-(4-chlorophenyl)cycloheptyl)methyl)-2-methoxynicotinamid NC1=NC(=C(C(=O)NCC2(CCCCCC2)C2=CC=C(C=C2)Cl)C=C1Cl)OC